NC1=CC=C2C=C(C=C(C2=C1)S(=O)(=O)O)S(=O)(=O)O 7-aminonaphthalene-1,3-disulfonic acid